S(O)(O)(=O)=O.COC([C@@H](N1CC2=C(CC1)SC=C2)C2=C(C=CC=C2)Cl)=O (+)-(S)-alpha-(2-chlorophenyl)-6,7-dihydrothieno[3,2-c]pyridine-5(4H)-acetic acid methyl ester bisulfate